Methyl (6-fluoro-2-(trifluoromethoxy)pyridin-3-yl)carbamate FC1=CC=C(C(=N1)OC(F)(F)F)NC(OC)=O